C1(=CC=CC=C1)NC(=O)C=1C=NN(C1)C(C)C=1SC(=CC1)C1=NOC(=N1)C(F)(F)F N-phenyl-1-[1-[5-[5-(trifluoromethyl)-1,2,4-oxadiazol-3-yl]-2-thienyl]ethyl]pyrazole-4-carboxamide